C(C(=O)NCC(=O)NCC(=O)NCC(=O)O)N tetraglycine